O1CC=C1 oxet